4-{[3-(4-{4-fluoro-2-[(3R)-3-methylmorpholine-4-carbonyl]phenyl}-1-methyl-1H-indazol-6-yl)azetidin-1-yl]methyl}piperidine-1-carboxylic acid tert-butyl ester C(C)(C)(C)OC(=O)N1CCC(CC1)CN1CC(C1)C1=CC(=C2C=NN(C2=C1)C)C1=C(C=C(C=C1)F)C(=O)N1[C@@H](COCC1)C